N1(CCOCC1)S(=O)(=O)Cl morpholine-4-sulfonyl chloride